BrC1=NN(C=C1)CC 3-bromo-1-ethyl-1H-pyrazole